4-((4-(2-hydroxyethyl)piperazin-1-yl)methyl)-N-(4-(2-(4-methoxyphenyl)propan-2-yl)thiazol-2-yl)benzamide OCCN1CCN(CC1)CC1=CC=C(C(=O)NC=2SC=C(N2)C(C)(C)C2=CC=C(C=C2)OC)C=C1